ClC=1C=C2C(=CN=C(C2=CN1)OC1CC1)[C@@](COC)(C)O |r| rac-2-(6-Chloro-1-cyclopropoxy-2,7-naphthyridin-4-yl)-1-methoxypropan-2-ol